(2'R,3R,3'S,5'S)-6-chloro-3'-(3-chloro-2-fluorophenyl)-5'-(2,2-dimethylpropyl)-N-(4-hydroxycyclohexyl)-2-oxospiro[1H-indole-3,4'-pyrrolidine]-2'-carboxamide ClC1=CC=C2C(=C1)NC([C@]21[C@H]([C@@H](N[C@H]1CC(C)(C)C)C(=O)NC1CCC(CC1)O)C1=C(C(=CC=C1)Cl)F)=O